1-(2-aminoethyl)pyridine NCCN1CC=CC=C1